FC(C(=O)[O-])(C(C(C(F)(F)F)(F)F)(F)F)F perfluorovalerate